N-((1-Isopropyl-3-sulfamoyl-1H-pyrazol-5-yl)methyl)-N-methylacetamide C(C)(C)N1N=C(C=C1CN(C(C)=O)C)S(N)(=O)=O